The molecule is the amino acid zwitterion formed from 3,3',5-triiodo-L-thyronine by tranfer of a proton from the carboxy group to the amino group. It is the major species at pH 7.3. It has a role as a human metabolite. It is a tautomer of a 3,3',5-triiodo-L-thyronine. C1=CC(=C(C=C1OC2=C(C=C(C=C2I)C[C@@H](C(=O)[O-])[NH3+])I)I)O